Rac-(4R)-N,8-dimethyl-1-[2-methyl-4-(1-methylpyrazol-4-yl)phenyl]sulfonyl-3,4-dihydro-2H-quinolin-4-amine CN[C@@H]1CCN(C2=C(C=CC=C12)C)S(=O)(=O)C1=C(C=C(C=C1)C=1C=NN(C1)C)C |r|